C1=C(C=CC2=CC=CC=C12)C=1N=C2SC=CN2C1CNC1CC2=CC=CC=C2C1 N-((6-(naphthalen-2-yl)imidazo[2,1-b]thiazol-5-yl)methyl)-2,3-dihydro-1H-inden-2-amine